2-isocyanatoethyl 2-propenoate C(C=C)(=O)OCCN=C=O